2-methoxyethyl-2-[2-chloro-4-fluoro-5-(3-methyl-2,6-dioxo-4-trifluoromethyl-1,2,3,6-tetrahydropyrimidin-1-yl) benzoyloxy]-2-methylpropionate COCCOC(C(C)(C)OC(C1=C(C=C(C(=C1)N1C(N(C(=CC1=O)C(F)(F)F)C)=O)F)Cl)=O)=O